5-chloro-N-[4-(4-methylpiperazin-1-yl)phenyl]-4-{5-[1-(triphenylmethyl)imidazol-4-yl]Furan-2-yl}pyrimidin-2-amine ClC=1C(=NC(=NC1)NC1=CC=C(C=C1)N1CCN(CC1)C)C=1OC(=CC1)C=1N=CN(C1)C(C1=CC=CC=C1)(C1=CC=CC=C1)C1=CC=CC=C1